FC(C1=NC2=CC=CC=C2C(=N1)SCC(=O)C1=CC=C(S1)CCNC(C)=O)(F)F N-(2-(5-(2-((2-(trifluoromethyl)quinazolin-4-yl)thio)acetyl)thiophen-2-yl)ethyl)acetamide